Cl.CN(O)C N,N-dimethyl-hydroxylamine hydrochloride salt